indium-selenium-titanium-cobalt [Co].[Ti].[Se].[In]